N1(CCC1)CC1=C(C=CC(=C1)B1OC(C(O1)(C)C)(C)C)N1CCOCC1 4-(2-(azetidin-1-ylmethyl)-4-(4,4,5,5-tetramethyl-1,3,2-dioxaborolan-2-yl)phenyl)morpholine